C1=CC=CC=2C3=CC=CC=C3C(C12)COC(=O)N[C@H](C(=O)OC(C)(C)C)CC1=CC=CC=2SC(=CC21)C#N tert-butyl (S)-2-((((9H-fluoren-9-yl)methoxy)carbonyl)amino)-3-(2-cyanobenzo[b]thiophen-4-yl)propanoate